C(#N)CC1CCC(CC1)N1C(=NC=2C1=C1C(=NC2)NC=C1)C(=O)NC(C)C 1-((1r,4r)-4-(Cyanomethyl)cyclohexyl)-N-isopropyl-1,6-dihydroimidazo[4,5-d]pyrrolo[2,3-b]pyridine-2-carboxamide